N(=NC(C#N)(CCC)CC)C(C#N)(CCC)CC azobis(2-ethyl-valeronitrile)